2-(2-Chloropyrimidin-4-yl)aniline ClC1=NC=CC(=N1)C1=C(N)C=CC=C1